7-(3-(1H-pyrazol-1-yl)phenoxy)-2-(2,6-diisopropylphenyl)-9-(pyridin-2-yl)-9H-pyrido[2,3-b]indole N1(N=CC=C1)C=1C=C(OC2=CC=C3C4=C(N(C3=C2)C2=NC=CC=C2)N=C(C=C4)C4=C(C=CC=C4C(C)C)C(C)C)C=CC1